N-((3-bromo-4-(4-(trifluoromethyl)phenyl)-4,5,6,7-tetrahydropyrazolo[1,5-a]pyrimidin-6-yl)-methyl)acrylamide BrC=1C=NN2C1N(CC(C2)CNC(C=C)=O)C2=CC=C(C=C2)C(F)(F)F